1-(4-chloro-2-fluorophenyl)-2-methylpropan-2-ol ClC1=CC(=C(C=C1)CC(C)(O)C)F